methyl-2-[3-[[1-tetrahydropyran-2-yl-4-[[4-(trifluoromethyl)phenyl]methyl]indazole-3-carbonyl]amino]-1-bicyclo[1.1.1]pentanyl]acetate COC(CC12CC(C1)(C2)NC(=O)C2=NN(C1=CC=CC(=C21)CC2=CC=C(C=C2)C(F)(F)F)C2OCCCC2)=O